tert-Butyl 3-(4-(N-(2-hydroxyethyl)sulfamoyl)-7-(thiazol-2-yl)benzo[d]oxazol-2-yl)-3,6-diazabicyclo[3.1.1]heptane-6-carboxylate OCCNS(=O)(=O)C1=CC=C(C2=C1N=C(O2)N2CC1N(C(C2)C1)C(=O)OC(C)(C)C)C=1SC=CN1